C(C)C(CCCC)C(=O)ONC1=C2C(=NC=C1[N+](=O)[O-])N(C=C2)S(=O)(=O)C2=CC=CC=C2 ((5-nitro-1-(phenylsulfonyl)-1H-pyrrolo[2,3-b]pyridin-4-yl) amino) ethyl-pentane-1-carboxylate